CN1C=CC2=CC(=CC=C12)CN1C(NC2=C(C1=O)C1=C(S2)CCCC1)=O 3-((1-methyl-1H-indol-5-yl)methyl)-5,6,7,8-tetrahydrobenzo[4,5]thieno[2,3-d]pyrimidine-2,4(1H,3H)-dione